N-(2-(6-Fluoro-4-oxo-2-thioxo-1,4-dihydroquinazolin-3(2H)-yl)ethyl)methanesulfonamide FC=1C=C2C(N(C(NC2=CC1)=S)CCNS(=O)(=O)C)=O